3-fluoro-5-((2-methyl-1,1-dioxido-3-oxo-4-(difluoromethyl)-2,3-dihydrobenzo[d]isothiazol-5-yl)oxy)benzonitrile FC=1C=C(C#N)C=C(C1)OC=1C=CC2=C(C(N(S2(=O)=O)C)=O)C1C(F)F